ClC=1C2=CNN=C2C(=C(C1)C1=CC=C(C=C1)[C@H]1[C@@H](CN(CC1)CC)F)Cl 4,7-dichloro-6-(4-((3S,4S)-1-ethyl-3-fluoropiperidin-4-yl)phenyl)-2H-indazole